C(C)(C)(C)OC(NCC(CSSCC(CNC(OC(C)(C)C)=O)CN(C(CO)=O)[C@H](C(C)(C)C)C=1N(C=C(N1)C1=C(C=CC(=C1)F)F)CC1=CC=CC=C1)CN(C(CO)=O)[C@H](C(C)(C)C)C=1N(C=C(N1)C1=C(C=CC(=C1)F)F)CC1=CC=CC=C1)=O di-tert-butyl-[disulfanediylbis(2-{[{(1R)-1-[1-benzyl-4-(2,5-difluorophenyl)-1H-imidazol-2-yl]-2,2-dimethylpropyl}(glycoloyl)amino]methyl}-propane-3,1-diyl)]biscarbamate